N-Methyl-N-(1-(2-oxo-2-(p-tolyl)ethyl)piperidin-4-yl)-2-(6-(methoxymethyl)pyridin-3-yl)-acetamide, 2,2,2-trifluoroacetate salt FC(C(=O)O)(F)F.CN(C(CC=1C=NC(=CC1)COC)=O)C1CCN(CC1)CC(C1=CC=C(C=C1)C)=O